4'-cyclohexyl-N-phenyl-[1,1'-biphenyl]-4-amine C1(CCCCC1)C1=CC=C(C=C1)C1=CC=C(C=C1)NC1=CC=CC=C1